NCCCN1C=C(C2=CC(=CC=C12)CN1CCC(CC1)C1=C(C=C(C=C1)NC1C(NC(CC1)=O)=O)F)C1=CC=C(C=C1)OC(F)(F)F 3-((4-(1-((1-(3-aminopropyl)-3-(4-(trifluoromethoxy)phenyl)-1H-indol-5-yl)methyl)piperidin-4-yl)-3-fluorophenyl)amino)piperidine-2,6-dione